COC1=NN(C=C1)C methoxy-1-methyl-1H-pyrazol